O=C1C2=CC=CC=C2OC=2C=CC(=CC12)C(C(=O)O)C.CCCCC=CCCCC dec-5-ene 2-(9-oxoxanthen-2-yl)propionate